C(C)N1N=C(C2=C1C(NCC1(CCOCC1)C2)=O)C[C@H](COC(=O)C=2N=C(SC2)C)C 2-Methylthiazole-4-carboxylic acid [(2R)-3-(1-ethyl-8-oxo-spiro[6,7-dihydro-4H-pyrazolo[3,4-c]azepin-5,4'-tetrahydropyran]-3-yl)-2-methyl-propyl] ester